chloro-5-fluoro-4-nitrobenzoic acid ClC1=C(C(=O)O)C=C(C(=C1)[N+](=O)[O-])F